FC(C1=NNN=C1)(F)F 4-(trifluoromethyl)-2H-1,2,3-triazol